OC1(CCN(CC1)C(C[C@@H](C)C1=CC=CC=C1)=O)CN1C=NC(=CC1=O)NCCN1CCCC1 (R)-3-((4-Hydroxy-1-(3-phenylbutanoyl)piperidin-4-yl)methyl)-6-((2-(pyrrolidin-1-yl)ethyl)amino)pyrimidin-4(3H)-one